C(C)OC1=CC=C(N=N1)CNCC N-((6-ethoxypyridazin-3-yl)-methyl)ethanamine